C1(CC1)N1CCC(CC1)C(=O)C1=CC=CC(=N1)NC(C1=C(C=C(C=C1)Cl)F)=O N-(6-(1-cyclopropylpiperidine-4-carbonyl)pyridin-2-yl)-4-chloro-2-fluorobenzamide